dibenzyl-hafnium (IV) dichloride [Cl-].[Cl-].C(C1=CC=CC=C1)[Hf+2]CC1=CC=CC=C1